NC1=NN2C(C=C(C=C2)C=2C=C(C(=NC2)OCC)C(=O)NCC2(CC2)C2=C(C=CC=C2)F)=N1 5-{2-amino-[1,2,4]triazolo[1,5-a]pyridin-7-yl}-2-ethoxy-N-{[1-(2-fluorophenyl)cyclopropyl]methyl}pyridine-3-carboxamide